2-bromo-6-(cyclohexyloxy)benzonitrile BrC1=C(C#N)C(=CC=C1)OC1CCCCC1